FC1(CN(CC1(F)F)C1=NNC2=CC=CC(=C12)C([2H])([2H])[2H])F 3-(3,3,4,4-tetrafluoropyrrolidin-1-yl)-4-(trideuteriomethyl)-1H-indazole